3-Chloro-2-fluoro-N-[4-[(E)-3-[4-[2-hydroxyethyl(methyl)amino]phenyl]prop-2-enoyl]phenyl]-5-(trifluoromethyl)benzamide ClC=1C(=C(C(=O)NC2=CC=C(C=C2)C(\C=C\C2=CC=C(C=C2)N(C)CCO)=O)C=C(C1)C(F)(F)F)F